C(C)C(CC)(CCCCCCCCCCCCCCC)C1=NOC(N1)=O 3-(3-ethyloctadecan-3-yl)-1,2,4-oxadiazol-5(4H)-one